FC=1C=NC(=NC1)C1=C(C=CC=C1C)C(=O)N1[C@@H]2[C@@H](C[C@H](C1)C2)OC2=NC=C(C=C2)C(F)(F)F (2-(5-fluoropyrimidin-2-yl)-3-methylphenyl)((1S,4R,6R)-6-((5-(trifluoromethyl)pyridin-2-yl)oxy)-2-azabicyclo[2.2.1]heptan-2-yl)methanone